1-Butyl-2-isopropyl-N-(trimethylsilylmethyl)-1H-benzo[d]imidazol-4-amine C(CCC)N1C(=NC2=C1C=CC=C2NC[Si](C)(C)C)C(C)C